6-((3-methyl-1-oxo-2-((2-oxo-3-((2-(trimethylsilyl) ethoxy) methyl)-2,3-dihydrobenzo[d]oxazol-6-yl) methyl) isoindolin-5-yl) oxy)-2-azaspiro[3.3]heptane-2-carboxylate CC1N(C(C2=CC=C(C=C12)OC1CC2(CN(C2)C(=O)[O-])C1)=O)CC1=CC2=C(N(C(O2)=O)COCC[Si](C)(C)C)C=C1